ClC1=C(C(=CC=C1)Cl)COC=1N=CC(=NC1)N1N=C(C=C1)CO (1-{5-[(2,6-dichlorophenyl)methoxy]pyrazin-2-yl}pyrazol-3-yl)methanol